1-((3S,5R)-1-acryloyl-5-(methoxymethyl)pyrrolidin-3-yl)-3-((6-chloro-3-methylquinolin-7-yl)ethynyl)-5-(methylamino)-1H-pyrazole-4-carboxamide C(C=C)(=O)N1C[C@H](C[C@@H]1COC)N1N=C(C(=C1NC)C(=O)N)C#CC1=C(C=C2C=C(C=NC2=C1)C)Cl